2-(morpholin-4-yl)-4-[(1S,4S)-2-oxa-5-azabicyclo[2.2.1]hept-5-yl]-8-[1-(tetrahydro-2H-pyran-2-yl)-1H-pyrazol-5-yl]-1,7-naphthyridine N1(CCOCC1)C1=NC2=C(N=CC=C2C(=C1)N1[C@@H]2CO[C@H](C1)C2)C2=CC=NN2C2OCCCC2